C(#N)\C(\C(=O)NC(OCC)=O)=N/NC1=CC(=C(C(=C1)Cl)OC=1C=CC2=C(N(C=N2)C(C)C)C1)Cl (E)-ethyl (2-cyano-2-(2-(3,5-dichloro-4-((1-isopropyl-1H-benzo[d]imidazol-6-yl)oxy)phenyl)hydrazono)acetyl)carbamate